(S)-2-(hydroxymethyl)-2,5-dihydro-1H-pyrrole-1-carboxylic acid tert-butyl ester C(C)(C)(C)OC(=O)N1[C@@H](C=CC1)CO